C(C)(=O)O[C@@H](C(=O)C1=NC=C(C(=C1)C)B1OC(C(O1)(C)C)(C)C)C (2R)-1-[4-methyl-5-(4,4,5,5-tetramethyl-1,3,2-dioxaborolan-2-yl)pyridin-2-yl]-1-oxopropan-2-yl acetate